CNC=1C=C(C=CC1[N+](=O)[O-])N1CCC(CC1)CC1(CCN(CC1)C(=O)OCC1=CC=CC=C1)C(=O)OC(C)(C)C O1-benzyl O4-tert-butyl 4-[[1-[3-(methylamino)-4-nitro-phenyl]-4-piperidyl] methyl]piperidine-1,4-dicarboxylate